(S)-1-((4-cyano-3-(trifluoromethyl)phenyl)amino)-3-(4-cyanophenoxy)-2-methyl-1-oxopropane-2-yl 1-methyl-1,4-dihydropyridine-3-carboxylate CN1C=C(CC=C1)C(=O)O[C@](C(=O)NC1=CC(=C(C=C1)C#N)C(F)(F)F)(COC1=CC=C(C=C1)C#N)C